(5R)-5-[[[1-[2-hydroxy-4-(trifluoromethyl)phenyl]pyrido[3,4-d]pyridazin-4-yl]amino]methyl]pyrrolidin-2-one OC1=C(C=CC(=C1)C(F)(F)F)C1=C2C(=C(N=N1)NC[C@H]1CCC(N1)=O)C=NC=C2